tert-butyl N-(1-{[4-(carbamoylamino)-3-methylphenyl] ({2-[4-(2,3-dimethoxybenzoyl)piperazin-1-yl]-2-oxoethyl})carbamoyl}-2,5,8,11,14-pentaoxahexadecan-16-yl)carbamate C(N)(=O)NC1=C(C=C(C=C1)N(C(=O)COCCOCCOCCOCCOCCNC(OC(C)(C)C)=O)CC(=O)N1CCN(CC1)C(C1=C(C(=CC=C1)OC)OC)=O)C